OC(C#CCN1C[C@H](C[C@@H]1COC)N1N=CC(=C1NC)C(=O)N)(C)C 1-((3s,5r)-1-(4-hydroxy-4-methylpent-2-ynyl)-5-(methoxymethyl)pyrrolidin-3-yl)-5-(methylamino)-1H-pyrazole-4-carboxamide